4-[(5-Bromo-1-methyl-imidazole-2-carbonyl)amino]-2-chloro-benzoic acid tert-butyl ester C(C)(C)(C)OC(C1=C(C=C(C=C1)NC(=O)C=1N(C(=CN1)Br)C)Cl)=O